3-[5-amino-6-(2-chloro-3,6-difluoro-benzyloxy)-pyrazin-2-yl]-N-(1-methyl-piperidin-4-yl)-benzamide NC=1N=CC(=NC1OCC1=C(C(=CC=C1F)F)Cl)C=1C=C(C(=O)NC2CCN(CC2)C)C=CC1